2-(4-chlorophenylamino)-4-(4-tert-butylaminopiperidin-1-yl)-7-methoxyquinoline Hydrochloride Salt Cl.ClC1=CC=C(C=C1)NC1=NC2=CC(=CC=C2C(=C1)N1CCC(CC1)NC(C)(C)C)OC